BrC1=C(NC)C(=CC=C1)CO[Si](C)(C)C(C)(C)C 2-bromo-6-(((tert-butyldimethylsilyl)oxy)methyl)-N-methylaniline